O.[Na].FC(OC1=CC2=C(NC(=N2)S(=O)CC2=NC=CC(=C2OC)OC)C=C1)F 5-difluoromethoxy-2-[[(3,4-dimethoxy-2-pyridyl)-methyl]sulfinyl]-1H-benzimidazole sodium monohydrate